(1R,8S)-8-ethyl-4-fluoro-8-hydroxy-1-(morpholinomethyl)-1,2,11,14-tetrahydro-6H,12H-pyrano[3',4':6,7]indolizino[2,1-b]pyrrolo[3,2,1-ij]quinoline-6,9,12(8H)-trione C(C)[C@]1(C(OCC=2C(N3CC=4N5C6=C(C=C(C=C6C(C4C3=CC21)=O)F)C[C@@H]5CN5CCOCC5)=O)=O)O